C(CCCCCCCCCCC)C=1C=C(C(=C(C1)O)[C@H]1[C@@H](CCC(=C1)C)C(=C)C)O (1'R,2'R)-4-Dodecyl-5'-methyl-2'-(prop-1-en-2-yl)-1',2',3',4'-tetrahydro-[1,1'-biphenyl]-2,6-diol